FC(F)C=1C(=NC=C(C1)C=1C(=NN(C1C)COCC[Si](C)(C)C)C)N (difluoromethyl)-5-[3,5-dimethyl-1-(2-trimethylsilylethoxymethyl)pyrazol-4-yl]pyridin-2-amine